3H-xanthene-3-imine C1=CC(C=C2OC3=CC=CC=C3C=C12)=N